C(C)[C@H]1CC=2C(CN(C1)C(=O)OC(C)(C)C)=[N+](C=CC2)[O-] tert-butyl (6S)-6-ethyl-5,6,7,9-tetrahydro-8H-pyrido[2,3-c]azepine-8-carboxylate 1-oxide